methyl (2S)-2-(benzyloxycarbonylamino)-3-[4-(2-ethyl-4-hydroxy-phenyl) phenyl]propanoate C(C1=CC=CC=C1)OC(=O)N[C@H](C(=O)OC)CC1=CC=C(C=C1)C1=C(C=C(C=C1)O)CC